O=C1[C@]2(C=3C(=NC=CC3)N1COCC[Si](C)(C)C)CCC1=C(C=C(O1)C(=O)OCC)C2 ethyl (R)-2'-oxo-1'-((2-(trimethylsilyl)ethoxy)methyl)-1',2',6,7-tetrahydro-4H-spiro[benzofuran-5,3'-pyrrolo[2,3-b]pyridine]-2-carboxylate